ClC=1C=C(C=C(C1)Cl)C1=NC(=CC(=C1)CN1CCC(CC1)CNC(=O)NC)OC=1C=NC(=NC1)N1CCN(CC1)CCCO 1-((1-((2-(3,5-dichlorophenyl)-6-((2-(4-(3-hydroxypropyl)piperazin-1-yl)pyrimidin-5-yl)oxy)pyridin-4-yl)methyl)piperidin-4-yl)methyl)-3-methylurea